FC1=CC=C(C=C1)C1=CC=C(C=C1)N1C(N(C2=NC=CC=C21)[C@@H]2CN(CC2)CC2=NC=CC=C2C)=O (S)-1-(4'-fluoro-[1,1'-biphenyl]-4-yl)-3-(1-((3-methylpyridin-2-yl)methyl)pyrrolidin-3-yl)-1,3-dihydro-2H-imidazo[4,5-b]pyridin-2-one